4-bromo-2-methyl-1-propylsulfanyl-benzene BrC1=CC(=C(C=C1)SCCC)C